[Si](C)(C)(C(C)(C)C)OC[C@H](C1=CC(=CC(=C1)OC)F)N1C(N2C(C1)=CC(=C2)B2OC(C(O2)(C)C)(C)C)=O (S)-2-(2-((tert-Butyldimethylsilyl)oxy)-1-(3-fluoro-5-methoxyphenyl)ethyl)-6-(4,4,5,5-tetramethyl-1,3,2-dioxaborolan-2-yl)-1H-pyrrolo[1,2-c]imidazol-3(2H)-one